ClC=1C=C(C=C2C(=C(C=NC12)C#N)NC1=C(C(=C(C=C1)Cl)Cl)F)N[C@H](C=1N=NN(C1)C1COC1)C1=C(N=CS1)C (R)-8-chloro-4-((3,4-dichloro-2-fluorophenyl)amino)-6-(((4-methylthiazol-5-yl)(1-(oxetan-3-yl)-1H-1,2,3-triazol-4-yl)methyl)amino)quinoline-3-carbonitrile